C(C)(C)(C)OC(=O)N1[C@@H](C[C@H](C1)NC(=O)C=1OC(=CN1)C1=C(C=CC=C1)OC)CN1N=NC=C1 (2s,4r)-2-((1H-1,2,3-triazol-1-yl)methyl)-4-(5-(2-methoxyphenyl)oxazol-2-carboxamido)pyrrolidine-1-carboxylic acid tert-butyl ester